OCC1=C(OCC2=CC=CC(=N2)CC2CCN(CC2)CC2=NC3=C(N2C[C@H]2OCC2)C=C(C=C3)C(=O)O)C=CC(=C1)C (S)-2-((4-((6-((2-(Hydroxymethyl)-4-methylphenoxy)methyl)pyridin-2-yl)methyl)piperidin-1-yl)methyl)-1-(oxetan-2-ylmethyl)-1H-benzo[d]imidazole-6-carboxylic acid